2-Hydroxy-5-(4-methoxyphenyl)-1H-phenalen-1-one OC=1C(C=2C=CC=C3C=C(C=C(C1)C23)C2=CC=C(C=C2)OC)=O